C(C)(=O)C1=C(C2=C(N=C(N=C2)NC2=NC=C(C=C2)N(CCO)CCO)N(C1=O)C1CCCC1)C 6-acetyl-2-{5-[bis-(2-hydroxyethyl)-amino]-pyridin-2-ylamino}-8-cyclopentyl-5-methyl-8H-pyrido[2,3-d]Pyrimidin-7-one